FC1=CC=C(C=C1)N1CCN(CC1)C(=O)C1=NN(C(C2=CC=CC=C12)=O)C1=CC=C(C=C1)OC 4-[[4-(4-fluorophenyl)-1-piperazinyl]carbonyl]-2-(4-methoxyphenyl)-1(2H)-phthalazinone